C12(CC(C1)C2)NS(=O)(=O)C=2C=C(C=1N(C2)C(=NC1)C=1SC(=NN1)C(F)F)N1CCN(CC1)C(C(C)C)=O N-(bicyclo[1.1.1]pentan-1-yl)-3-(5-(difluoromethyl)-1,3,4-thiadiazol-2-yl)-8-(4-isobutyrylpiperazin-1-yl)imidazo[1,5-a]pyridine-6-sulfonamide